2-chloro-1,1,1,3,3,3-hexamethyl-2-(trimethylsilyl)trisilane Cl[Si]([Si](C)(C)C)([Si](C)(C)C)[Si](C)(C)C